1-Isopropylpyrrolidine C(C)(C)N1CCCC1